NC1=C(C=CC(=C1)NCC1=CC=C(C=C1)C(F)(F)F)NC(C(C(CCCCC)F)F)=O N-(2-amino-4-((4-(trifluoromethyl)benzyl)amino)phenyl)-2,3-difluorooctanamide